6-(3-chloro-6-(difluoromethyl)-2-fluorophenyl)-N-(1-((R)-2-hydroxy-1-(4-methyl-2-((1s,5R)-2-oxo-3-azabicyclo[3.1.0]hex-3-yl)pyrimidin-5-yl)ethyl)-1H-pyrazol-4-yl)pyrazine-2-carboxamide ClC=1C(=C(C(=CC1)C(F)F)C1=CN=CC(=N1)C(=O)NC=1C=NN(C1)[C@@H](CO)C=1C(=NC(=NC1)N1C([C@H]2C[C@H]2C1)=O)C)F